(R)-(1,3-dimethyl-azetidin-3-yl)-(4-isopropyl-phenyl)-[5-(1-methanesulfonyl-piperidin-4-ylethynyl)-pyridin-3-yl]-methanol CN1CC(C1)(C)[C@@](O)(C=1C=NC=C(C1)C#CC1CCN(CC1)S(=O)(=O)C)C1=CC=C(C=C1)C(C)C